BrC1=NO[C@@H](C1)[C@@H]1CN(CCC1)C(=O)OC(C)(C)C tert-butyl (3S)-3-[(5S)-3-bromo-4,5-dihydroisoxazol-5-yl]piperidine-1-carboxylate